3-fluoro-4-[[(2S)-2-hydroxy-2-(5,5,8,8-tetramethyl-6,7-dihydronaphthalen-2-yl)acetyl]amino]benzoic acid FC=1C=C(C(=O)O)C=CC1NC([C@H](C1=CC=2C(CCC(C2C=C1)(C)C)(C)C)O)=O